N-(2-cyano-7-phenylisoindolin-5-yl)-N-methylacetamide C(#N)N1CC2=C(C=C(C=C2C1)N(C(C)=O)C)C1=CC=CC=C1